NC1=C2C(=NC=N1)N(N=C2C2=CC=C(C=C2)OC2=CC=CC=C2)C2CCN(CC2)C(CCCCCCSC2=C1C(N(C(C1=CC=C2F)=O)C2C(NC(CC2)=O)=O)=O)=O 4-((7-(4-(4-amino-3-(4-phenoxyphenyl)-1H-pyrazolo[3,4-d]pyrimidin-1-yl)piperidin-1-yl)-7-oxoheptyl)thio)-2-(2,6-dioxopiperidin-3-yl)-5-fluoroisoindoline-1,3-dione